N,N'-di-[4-(p-cumylbenzenesulfonyloxy)phenyl]urea C(C)(C)(C1=CC=CC=C1)C1=CC=C(C=C1)S(=O)(=O)OC1=CC=C(C=C1)NC(=O)NC1=CC=C(C=C1)OS(=O)(=O)C1=CC=C(C=C1)C(C)(C)C1=CC=CC=C1